Perfluoro(8-cyano-5-methyl-3,6-dioxa-1-decene) FC(=C(OC(C(OC(C(C(C(F)(F)F)(F)F)(C#N)F)(F)F)(C(F)(F)F)F)(F)F)F)F